NC=1C=C(C=C(C1)C(F)(F)F)C(C)NN1C=C(OC(C1)C)C 4-((1-(3-amino-5-(trifluoromethyl)phenyl)ethyl)amino)-2,6-dimethyl-6H-[1,4]oxazine